(R)-4-(2,2-difluoro-1-hydroxypropyl)-N-(6-methyl-5-(7-(methylamino)-1,6-naphthyridin-3-yl)pyridin-3-yl)pyridineamide FC([C@H](O)C1=CC(=NC=C1)C(=O)NC=1C=NC(=C(C1)C=1C=NC2=CC(=NC=C2C1)NC)C)(C)F